rac-2-((tert-butyloxycarbonyl)amino)-3,3,3-trifluoro-2-methylpropanoic acid methyl ester COC([C@@](C(F)(F)F)(C)NC(=O)OC(C)(C)C)=O |r|